CC1(CC(CO1)COC1=NN=C(S1)N)C 5-((5,5-dimethyltetrahydrofuran-3-yl)methoxy)-1,3,4-thiadiazol-2-amine